S1(C=CC2=C1C=CC=C2)(=O)=O 1λ6-benzothiophene-1,1-dione